5,5'-(1,4-phenylene)bis(1,2,3,4-tetrazole) C1(=CC=C(C=C1)C1=NN=NN1)C1=NN=NN1